O[C@H]1[C@@H]2[C@]3(C=CC(C=C3CC[C@H]2[C@@H]2C[C@H]([C@H](C(CN3CCN(CC3)C3=NC(=NC(=C3)N3CCCC3)N3CCCC3)=O)[C@]2(C1)C)C)=O)C 11α-hydroxy-16α-methyl-21-[4-[2,6-bis(1-pyrrolidinyl)-4-pyrimidinyl]piperazinyl]pregna-1,4-diene-3,20-dione